C(#N)CC(=O)N1C2CN(CC1CC2)C2=NC(=NC=C2)NC2=CC=C(C(=O)NCC)C=C2 4-({4-[8-(cyanoacetyl)-3,8-diazabicyclo[3.2.1]oct-3-yl]pyrimidin-2-yl}amino)-N-ethylbenzamide